[N+](=O)([O-])C=1C=C(C(=O)OCCCCCCCCCCCCCCCCCC)C=C(C1)[N+](=O)[O-] octadecyl 3,5-dinitrobenzoate